3-((4-(4-(2-(4-aminopiperidin-1-yl)ethyl)piperazin-1-yl)-5-fluoro-2-methoxyphenyl)amino)piperidine-2,6-dione NC1CCN(CC1)CCN1CCN(CC1)C1=CC(=C(C=C1F)NC1C(NC(CC1)=O)=O)OC